4-phenethylpiperidine-1-carboxylate C(CC1=CC=CC=C1)C1CCN(CC1)C(=O)[O-]